2-(2,6-dioxopiperidin-3-yl)-5-((5-(4-((1-(5-(9-methyl-9H-pyrrolo[2,3-b:4,5-c']dipyridin-2-yl)pyridin-2-yl)azetidin-3-yl)oxy)piperidin-1-yl)pentyl)oxy)isoindoline-1,3-dione O=C1NC(CCC1N1C(C2=CC=C(C=C2C1=O)OCCCCCN1CCC(CC1)OC1CN(C1)C1=NC=C(C=C1)C1=CC=C2C(=N1)N(C1=C2C=NC=C1)C)=O)=O